ClC1=CC=C(C=C1)C(C(F)(F)F)N(S(=O)(=O)C=1C=2N=CC(N(C2C=CC1)C)=O)C N-(1-(4-chlorophenyl)-2,2,2-trifluoroethyl)-N,1-dimethyl-2-oxo-1,2-dihydroquinoxaline-5-sulfonamide